The molecule is a class I yanuthone that is 5,6-epoxy-4-hydroxy-3-hydroxymethylcyclohex-2-en-1-one which is substituted at position 6 by a (2E)-7-carboxy-3-methyloct-2-en-1-yl group (the R,R,R stereoisomer). It has a role as an Aspergillus metabolite. It is a class I yanuthone, a monocarboxylic acid, a primary alcohol and a secondary alcohol. CC(CCC/C(=C/C[C@]12[C@H](O1)[C@@H](C(=CC2=O)CO)O)/C)C(=O)O